ClC1=CC=C(C=C1)C1=N[C@H](C=2N(C3=C1C(=C(S3)C=O)C)C(=NN2)C)C (6S)-4-(4-chlorophenyl)-3,6,9-trimethyl-6H-thieno[3,2-f][1,2,4]triazolo[4,3-a][1,4]diazepin-2-carbaldehyde